9,11-tetradecadiene CCCCCCCCC=CC=CCC